2-[1-(difluoromethyl)-1H-pyrazol-4-yl]-3-oxo-N-[(2S)-3,3,3-trifluoro-2-hydroxypropyl]-6-[4-(trifluoromethyl)phenyl]-2,3-dihydropyridazine-4-carboxamide FC(N1N=CC(=C1)N1N=C(C=C(C1=O)C(=O)NC[C@@H](C(F)(F)F)O)C1=CC=C(C=C1)C(F)(F)F)F